[Br-].CC1N(CCC1)CC methyl-ethyl-pyrrolidine bromide